C1=CC=NC(=C1)SSC2=CC=CC=N2 2,2'-dipyridyldisulfide